S1C2=C(C=C1C1C(C(OC1/C(=C/C1=CC=CC=C1)/C)=O)=C)C=CC=C2 (E)-4-(benzo[b]thiophen-2-yl)-3-methylene-5-(1-phenylprop-1-en-2-yl)dihydrofuran-2(3H)-one